FC(C=1N=C(OC1C(=O)N1[C@@H](C2=C(CC1)NC=N2)C=2OC1=C(N2)C=CC=C1F)C=1C=NN(C1)C)F (S)-(4-(difluoromethyl)-2-(1-methyl-1H-pyrazol-4-yl)oxazol-5-yl)(4-(7-fluorobenzo[d]oxazol-2-yl)-6,7-dihydro-1H-imidazo[4,5-c]pyridin-5(4H)-yl)methanone